(2S,4R)-1-[(2S)-2-(4-cyclopropyltriazol-1-yl)-3,3-dimethyl-butanoyl]-4-hydroxy-N-(5-methyl-2-oxo-1-phenyl-pyrrolidin-3-yl)pyrrolidine-2-carboxamide C1(CC1)C=1N=NN(C1)[C@H](C(=O)N1[C@@H](C[C@H](C1)O)C(=O)NC1C(N(C(C1)C)C1=CC=CC=C1)=O)C(C)(C)C